tert-butyl 2-((3-(2,6-dioxopiperidin-3-yl)-1-methyl-1H-indazol-7-yl)oxy)acetate O=C1NC(CCC1C1=NN(C2=C(C=CC=C12)OCC(=O)OC(C)(C)C)C)=O